O=C1NC(CCC1N1C(C2=CC=C(C=C2C1)N1CCN(CC1)C1CCN(CC1)C(=O)N1CCN(CC1)C1=CC=C(C=C1)\C(=C(/CC)\C1=CC=CC=C1)\C1=CC=C(C=C1)B(O)O)=O)=O (E)-(4-(1-(4-(4-(4-(4-(2-(2,6-dioxopiperidin-3-yl)-1-oxoisoindolin-5-yl)piperazin-1-yl)piperidine-1-carbonyl)piperazin-1-yl)phenyl)-2-phenylbut-1-en-1-yl)phenyl)boronic acid